tert-butyl N-{3-oxo-1-phenyl-1H,2H,3H-pyrazolo[4,3-c]pyridin-6-yl}carbamate O=C1NN(C2=C1C=NC(=C2)NC(OC(C)(C)C)=O)C2=CC=CC=C2